N-((1R,2R)-2-hydroxy-2,3-dihydro-1H-inden-1-yl)-2-(1-methylpiperidin-4-yl)benzo[d]thiazole O[C@H]1[C@@H](C2=CC=CC=C2C1)N1C(SC2=C1C=CC=C2)C2CCN(CC2)C